(2S,5R)-1-t-Butoxycarbonyl-2,5-dimethylpiperazine C(C)(C)(C)OC(=O)N1[C@H](CN[C@@H](C1)C)C